CO[Si](CCCC(CCN)N)(OC)OC 3-(3-(trimethoxysilyl)propyl)-1,3-propanediamine